C(C)(C)(C)NC(=O)C1=CC=C2C(=CC(=NC2=C1)C1=CC=C(C=C1)C(F)(F)F)OC N-(tert-butyl)-4-methoxy-2-(4-(trifluoromethyl)phenyl)quinoline-7-carboxamide